1-(4-chlorophenyl)-3-[1-(4-methylphenyl)-5-oxopyrrolidin-3-yl]urea ClC1=CC=C(C=C1)NC(=O)NC1CN(C(C1)=O)C1=CC=C(C=C1)C